N1C(CCCC1)CCC=1C=C(N)C=CC1 3-[2-(2-piperidinyl)ethyl]aniline